C(CC(CCCCCCCCCCCCCCCCCCC)O)O docosan-1,3-diol